5-(8-((4-(trifluoromethyl)benzyl)amino)quinolin-4-yl)picolinonitrile FC(C1=CC=C(CNC=2C=CC=C3C(=CC=NC23)C=2C=CC(=NC2)C#N)C=C1)(F)F